C(C)(=O)O.C1(=CC=CC=C1)O.C1(=CC=CC=C1)O.C1(=CC=CC=C1)O triphenol acetate